C(CCCCCCCCCCC)(=O)OCCCC(CN(CCCCN(C(=O)OC)C(C)(C)C)CC(CCCCCOC(=O)C(CCCCCCCC)CCCCCCCC)O[Si](C)(C)C(C)(C)C)O[Si](C)(C)C(C)(C)C 4-[(tert-butyl)bis(methyl)siloxy]-5-({2-[(tert-butyl)bis(methyl)siloxy]-7-(1-octylnonylcarbonyloxy)heptyl}{4-[(tert-butyl)(methyl) (oxycarbonylamino)]butyl}amino)pentyl dodecanoate